C(C)(C)C1=C(C(=CC=C1)C(C)C)N1C(N(C=C1)C1=C(C=CC=C1C(C)C)C(C)C)=[Pd] (1,3-bis(2,6-diisopropylphenyl)imidazol-2-ylidene)palladium (II)